8-Cyclopropyl-2-(pyridin-2-ylmethyl)-N-[(2S)-tetrahydrofuran-2-ylmethyl]-4,5-dihydro-2H-furo[2,3-g]indazol-7-carboxamid C1(CC1)C1=C(OC=2CCC3=CN(N=C3C21)CC2=NC=CC=C2)C(=O)NC[C@H]2OCCC2